C(C)(C)(C)OC(=O)N1C[C@H](OCCC(C1)OCC)C(=O)O (2S,7R*)-4-[(tert-butoxy)carbonyl]-6-ethoxy-1,4-oxazocane-2-carboxylic acid